3,3-difluoro-4-(piperazin-1-yl)piperidine-1-carboxylic acid tert-butyl ester C(C)(C)(C)OC(=O)N1CC(C(CC1)N1CCNCC1)(F)F